O=C(C(=O)O)N1CC(C(C12CC(CC2)(F)F)O)(F)F 2-oxo-2-(3,3,7,7-tetrafluoro-4-hydroxy-1-azaspiro[4.4]nonan-1-yl)acetic acid